OC1=C(C=CC=C1)C1=CC=C(C=C1)C=CC=O 4-(hydroxyphenyl)-3-phenyl-2-propen-1-one